N-(((1S,2R)-2-hydroxycyclohexyl)methyl)-4-(5-methyl-2-((1-methyl-1H-pyrazol-5-yl)amino)pyrimidin-4-yl)oxazole-2-carboxamide O[C@H]1[C@@H](CCCC1)CNC(=O)C=1OC=C(N1)C1=NC(=NC=C1C)NC1=CC=NN1C